pentanediamine terephthalate C(C1=CC=C(C(=O)O)C=C1)(=O)O.C(CCCC)(N)N